BrC=1C(N(C(=CC1OCC1=C(C=C(C=C1)F)F)CO)C=1C=C(C(=O)O)C=CC1C)=O 3-[3-bromo-4-[(2,4-difluorobenzyl)oxy]-6-(hydroxymethyl)-2-oxopyridin-1(2H)-yl]-4-methylbenzoic acid